5-{2-amino-[1,2,4]triazolo[1,5-a]pyridin-7-yl}-N-{[3-(cyclopropylmethoxy)phenyl]methyl}-2-methoxy-6-methylpyridine-3-carboxamide NC1=NN2C(C=C(C=C2)C=2C=C(C(=NC2C)OC)C(=O)NCC2=CC(=CC=C2)OCC2CC2)=N1